O1C(COC2=C1C=CC=C2)C2=CC=C(C=C2)CNCC=2N=CN(C2)C 1-[4-(2,3-dihydro-1,4-benzodioxin-2-yl)phenyl]-N-[(1-methyl-1H-imidazol-4-yl)methyl]methanamine